Tert-butyl 2-oxobutanoate O=C(C(=O)OC(C)(C)C)CC